CNC(=O)C1=NNC2=CC=CC=C12 N-methyl-1H-indazole-3-carboxamide